C(C)(C)C=1C(=NNC1C=1C=C(C=2N(C1)N=CN2)OC)C2=NC=C(C=C2C)C2CCN(CC2)C(C)C 6-(4-isopropyl-3-(5-(1-isopropylpiperidin-4-yl)-3-methylpyridin-2-yl)-1H-pyrazol-5-yl)-8-methoxy-[1,2,4]triazolo[1,5-a]pyridine